FC1(C[C@@H](CC1)NC1=C(C=C(C=C1)C=1C(=NOC1C)C)[N+](=O)[O-])F (R)-N-(3,3-difluorocyclopentyl)-4-(3,5-dimethylisoxazol-4-yl)-2-nitroaniline